(R)-tert-Butyl 3-((5-bromo-7-((2-(trimethylsilyl)ethoxy)methyl)-7H-pyrrolo[2,3-d]pyrimidin-4-yl)amino)piperidine-1-carboxylate BrC1=CN(C=2N=CN=C(C21)N[C@H]2CN(CCC2)C(=O)OC(C)(C)C)COCC[Si](C)(C)C